[(3S,9aR)-3-(3-chloro-4-fluoro-phenyl)-3-hydroxy-1,4,6,7,9,9a-hexahydropyrazino[2,1-c][1,4]oxazin-8-yl]-(2-chloro-3-methoxyphenyl)methanone ClC=1C=C(C=CC1F)[C@]1(CN2[C@@H](CO1)CN(CC2)C(=O)C2=C(C(=CC=C2)OC)Cl)O